CC1(OB(OC1(C)C)C=1C(=NNC1)C(F)(F)F)C 4-(4,4,5,5-tetramethyl-1,3,2-dioxaborolan-2-yl)-3-(trifluoromethyl)-1H-pyrazole